C1(CC1)N1CCOC=2C=CC=C(NC=3N=CC=4C(=NC=C(C#CC=5N=CC=C(C1)C5)C4C3)NC)N2 11-cyclopropyl-N-methyl-8-oxa-2,11,16,22,26,30-hexazapentacyclo[18.6.2.13,7.113,17.024,28]triaconta-1(27),3,5,7(30),13,15,17(29),20,22,24(28),25-undecaen-18-yn-23-amine